[Na].C1(=CC=CC=C1)O.C1(=CC=CC=C1)O.C1(=CC=CC=C1)O.C1(=CC=CC=C1)O tetra-phenol sodium salt